IC=1C(=CC(=C(OC=2C(=NC(=NC2)N)N)C1)C(C)C)OC 5-[5-iodo-4-methoxy-2-(1-methylethyl)phenoxy]-2,4-pyrimidinediamine